NC(C(C(CC1CC1)NC(=O)[C@@H]1[C@H]2C([C@H]2CN1C([C@H](C1CC1)NC(=O)C1CC1)=O)(C)C)=O)=O (1R,2S,5S)-N-(4-Amino-1-cyclopropyl-3,4-dioxobutan-2-yl)-3-((S)-2-(cyclopropanecarboxamido)-2-cyclopropylacetyl)-6,6-dimethyl-3-azabicyclo[3.1.0]hexane-2-carboxamide